methyl-8-oxo-1,4-dioxaspiro[4.5]decane-7-carboxylate COC(=O)C1CC2(OCCO2)CCC1=O